C1(=CC=CC2=CC=CC=C12)S(=O)(=O)O.[NH+]1=CC=CC=C1 pyridinium 1-naphthalenesulfonic acid